4'-amino-4-chloro-N-(pyridin-3-ylmethyl)-4''-sulfamoyl-[1,1':3',1''-terphenyl]-5'-carboxamide NC1=C(C=C(C=C1C(=O)NCC=1C=NC=CC1)C1=CC=C(C=C1)Cl)C1=CC=C(C=C1)S(N)(=O)=O